N1C(NCC2=NC=CN=C12)=O 3,4-dihydropteridin-2(1H)-one